C1=CCC1 racemic-cyclobutene